C(C)(C)(C)OC(=O)N[C@@H](CCCCNC([C@@H](NC(CCCC#CC=1C=NC(=NC1)S(=O)(=O)C)=O)C(C)C)=O)C(=O)O N2-(tert-Butoxycarbonyl)-N6-((6-(2-(methylsulfonyl)pyrimidin-5-yl)hex-5-ynoyl)-L-valyl)-L-lysine